(3R)-r-(7-bromo-6-methyl-pyrazolo[1,5-a]pyrazin-4-yl)spiro[indoline-2,4'-piperidine]-3-amine hydrochloride Cl.BrC1=C(N=C(C=2N1N=CC2)N2CCC1(CC2)NC2=CC=CC=C2[C@H]1N)C